C1(CC1)C=1N=C(N=NC1C1=C(C=C(C=C1)C#C)O)N[C@H]1CN(CCC1)C([2H])([2H])[2H] (R)-2-(5-cyclopropyl-3-((1-(methyl-d3)piperidin-3-yl)amino)-1,2,4-triazin-6-yl)-5-ethynyl-phenol